6-(5-(8-azabicyclo[3.2.1]octan-3-yl)-3-isopropyl-1H-indol-2-yl)-7,8-dimethyl-[1,2,4]triazolo[1,5-a]pyridine TFA Salt OC(=O)C(F)(F)F.C12CC(CC(CC1)N2)C=2C=C1C(=C(NC1=CC2)C=2C(=C(C=1N(C2)N=CN1)C)C)C(C)C